tert-butyl (6-benzyl-5-oxo-3-((pyridin-2-ylmethyl)carbamoyl)-5,6-dihydro-1,6-naphthyridin-2-yl)carbamate C(C1=CC=CC=C1)N1C(C=2C=C(C(=NC2C=C1)NC(OC(C)(C)C)=O)C(NCC1=NC=CC=C1)=O)=O